N-[2-(Dimethylamino)ethyl]acridine CN(CCN1C=2C=CC=CC2CC2=CC=CC=C12)C